NC1=NC2=CN=C(C=C2C=C1C)C(=O)N1C(COCC1C1=NC=C(C=C1)C(F)(F)F)C (2-amino-3-methyl-1,7-naphthyridin-6-yl)(3-methyl-5-(5-(trifluoromethyl)pyridin-2-yl)morpholinyl)methanone